[N+](=O)([O-])CC(C1=C(NC2=CC=CC=C12)C1=CC=CC=C1)C1=CC(=CO1)B(O)O (5-(2-nitro-1-(2-phenyl-1H-indol-3-yl)ethyl)furan-3-yl)boronic acid